P(=O)(OC1=CC=C(C=C1C(C)(C)C)C(C)(C)C)(OC1=CC=C(C=C1C(C)(C)C)C(C)(C)C)[O-].[K+] potassium bis(4,6-di-tert-butylphenyl) phosphate